ethyl-N-propylpropionamide C(C)C(C(=O)NCCC)C